1-{3-[4-(4-aminopiperidin-1-yl)-3-(3-fluoro-5-methylphenyl)quinolin-6-yl]-5-chloropyridin-4-yl}-3-methoxyurea NC1CCN(CC1)C1=C(C=NC2=CC=C(C=C12)C=1C=NC=C(C1NC(=O)NOC)Cl)C1=CC(=CC(=C1)C)F